FC=1C=C(C=C(C1C=C)F)B1OC(C(O1)(C)C)(C)C 2-(3,5-difluoro-4-vinylphenyl)-4,4,5,5-tetramethyl-1,3,2-dioxaborolan